CC1=C(C=C(C=C1)NC(C1=CN=CC(=C1)C(F)(F)F)=O)NC1=NC=CC=C1C1=C2N=CN(C2=NC=N1)C1OCCCC1 N-(4-methyl-3-(3-(9-(tetrahydro-2H-pyran-2-yl)-9H-purin-6-yl)pyridin-2-yl-amino)phenyl)-5-(trifluoromethyl)nicotinamide